tris-(vinyl-dimethyl-silane) phosphate P(=O)(O)(O)O.C(=C)[SiH](C)C.C(=C)[SiH](C)C.C(=C)[SiH](C)C